C(CC)(=O)OCC1=CC=C(O1)C(=O)OC methyl 5-((propionyloxy) methyl)furan-2-carboxylate